6-methyl-1,2,6-oxathiazinane-2,2-dioxide CN1CCCS(O1)(=O)=O